C[C@H]1N(CCOC1)C=1C=C(C=2N(N1)C(=NC2)C2=CNC=C2)C2=CC=NN2C (R)-3-methyl-4-(4-(1-methyl-1H-pyrazol-5-yl)-7-(1H-pyrrol-3-yl)imidazo[1,5-b]pyridazin-2-yl)morpholine